BrC1=C(C(=C2C(=NC(=NC2=C1F)SC)N(CC(=O)OC(C)(C)C)CCO[Si](C)(C)C(C)(C)C)F)Cl tert-butyl N-(7-bromo-6-chloro-5,8-difluoro-2-(methylthio)quinazolin-4-yl)-N-(2-((tert-butyldimethylsilyl)oxy)ethyl)glycinate